The molecule is a class of N-hydroxy-alpha-amino-acids consisting of homologues of N-hydroxymethionine where there is a minimum of four methylene groups between the alpha-carbon and sulfur atoms. It is a N-hydroxy-alpha-amino-acid and a methyl sulfide. It is a conjugate acid of a N-hydroxy-L-polyhomomethioninate. CSCCC[C@@H](C(=O)O)NO